C(C)OC(C(CC(CCC1=CC=C(C=C1)F)=O)=O)=O 6-(4-fluorophenyl)-2,4-dioxohexanoic acid ethyl ester